2-(4-fluoro-3-methoxy-phenyl)-2-methoxy-acetic acid FC1=C(C=C(C=C1)C(C(=O)O)OC)OC